C(C)(C)(C)OC(=O)N1CC=2C(=NN3C2C2=C(CCC3)C=CC=N2)CC1.N(=C=S)CC=1SC(=CC1)CN=C=S 2,5-bis(isothiocyanatomethyl)thiophene tert-Butyl-6,7,10,11-tetrahydro-5H-pyrido[2,3-c]pyrido[4',3':3,4]pyrazolo[1,5-a]azepine-12(13H)-carboxylate